5-(4-fluorophenyl)-1-isopropyl-3,3,5,7-tetramethyloctahydrobenzo[c]isoxazole FC1=CC=C(C=C1)C1(CC2C(N(OC2(C)C)C(C)C)C(C1)C)C